1-phenyl-3-[p-(diethylamino)styryl]-5-[p-(diethylamino)phenyl]pyrazoline C1(=CC=CC=C1)N1NC(=CC1C1=CC=C(C=C1)N(CC)CC)C=CC1=CC=C(C=C1)N(CC)CC